NC=1C=2N(C3=CC(=C(C=C3N1)F)C(=O)N(C)CC1=CC(=C(C=C1)Br)C(F)F)C=NC2 4-amino-N-(4-bromo-3-(difluoromethyl)benzyl)-7-fluoro-N-methylimidazo[1,5-a]quinoxaline-8-carboxamide